BrC=1C=C(C=NC1)CN(C(OC(C)(C)C)=O)CCO[Si](C)(C)C(C)(C)C tert-butyl ((5-bromopyridin-3-yl)methyl)(2-((tert-butyldimethylsilyl)oxy)ethyl)-carbamate